FC1C=C(N)C=CC1(Cl)F 3,4-di-fluoro-4-chloroaniline